5-phenyl-oxazole-2-carboxylic acid C1(=CC=CC=C1)C1=CN=C(O1)C(=O)O